CN(C1=CC=C(C=C1)N(C(=O)NCC(=O)O)C1=CC=C(C=C1)N(C)C)C N-[[Bis[4-(dimethylamino)phenyl]amino]carbonyl]glycine